N-(4-((6-(1,1-difluoroethyl)pyrazin-2-yl)amino)-5-(1-methyl-1H-pyrazol-3-yl)pyridin-2-yl)acetamide FC(C)(F)C1=CN=CC(=N1)NC1=CC(=NC=C1C1=NN(C=C1)C)NC(C)=O